OCCC1CCN(CC1)C1=CC=C(C=C1)NCCC(=O)O 3-((4-(4-(2-hydroxyethyl)piperidin-1-yl)phenyl)amino)propionic acid